FC(S(=O)(=O)N1CC(C1)N1N=CC(=C1)C1=C2C(=NC(=C1)NC(=O)C1CC1)NC=C2)(F)F N-(4-(1-(1-((trifluoromethyl)sulfonyl)azetidin-3-yl)-1H-pyrazol-4-yl)-1H-pyrrolo[2,3-b]pyridin-6-yl)cyclopropylcarboxamide